(2-(1-(difluoromethyl)-1H-pyrazol-3-yl)propan-2-yl)carbamic acid tert-butyl ester C(C)(C)(C)OC(NC(C)(C)C1=NN(C=C1)C(F)F)=O